C(CCC(C)C)N=C=NCCCC(C)C N,N'-diisohexylcarbodiimide